1-benzyl-3-bromo-1,5,6,7-tetrahydro-4H-indol-4-one C(C1=CC=CC=C1)N1C=C(C=2C(CCCC12)=O)Br